COC1=C(C=CC=C1)C=1N(N=C2C=CC=CC12)C1=CC=CC=C1 3-(2-methoxyphenyl)-2-phenyl-2H-indazole